N'-(1,3-phenylenedi(methylene))bis(N-phenylbenzene-1,4-diamine) C1(=CC(=CC=C1)CC1=C(C=CC(=C1)N)NC1=CC=CC=C1)CC1=C(C=CC(=C1)N)NC1=CC=CC=C1